[Se]=[Te].[Bi] bismuth selenium telluride